hydroxyzinc dichloride [Cl-].[Cl-].O[Zn+2]